BrCC(CCCC(=O)O)(CCCC(=O)O)CBr.C=1(C(=CC=CC1)S)S BenzeneDithiol 2,2-bis(bromomethyl)propane-1,3-diyl-dipropionate